BrC=1C2(C3=CC(=C(C=C3C1)F)F)CCC(CC2)(C(=O)O)NC2=CC(=CC=C2)Cl bromo-4-(3-chloroanilino)-5',6'-difluorospiro[cyclohexane-1,1'-indene]-4-carboxylic acid